The molecule is a heme. It has a role as a Saccharomyces cerevisiae metabolite, an Escherichia coli metabolite, a mouse metabolite and a cofactor. CC1=C(C2=CC3=NC(=CC4=C(C(=C([N-]4)C=C5C(=C(C(=N5)C=C1[N-]2)C=C)C)C(CC/C=C(\\C)/CC/C=C(\\C)/CCC=C(C)C)O)C)C(=C3CCC(=O)O)C)CCC(=O)O.[Fe+2]